N-(3,4-dimethoxyphenyl)-2-(methylthio)-4-morpholinopyrimidine-5-carboxamide COC=1C=C(C=CC1OC)NC(=O)C=1C(=NC(=NC1)SC)N1CCOCC1